bis(sec-butyl-amino)-diphenylmethane C(C)(CC)NC(C1=CC=CC=C1)(C1=CC=CC=C1)NC(C)CC